2-(4-bromophenyl)-N-(5-chloro-2-fluorophenyl)acetamide Lithium [1-(3-trifluoromethyl-phenyl)-azetidin-3-yl]-acetate FC(C=1C=C(C=CC1)N1CC(C1)CC(=O)[O-])(F)F.[Li+].BrC1=CC=C(C=C1)CC(=O)NC1=C(C=CC(=C1)Cl)F